4-nitrophenyl 1-(benzofuran-6-yl)-3-methyl-5-oxo-4,5-dihydro-1H-pyrazole-4-carboxylate O1C=CC2=C1C=C(C=C2)N2N=C(C(C2=O)C(=O)OC2=CC=C(C=C2)[N+](=O)[O-])C